1-[2-[[tert-butyl(dimethyl)silyl]oxymethyl]-7-fluoro-indan-5-yl]oxypropan-2-one [Si](C)(C)(C(C)(C)C)OCC1CC2=C(C=C(C=C2C1)OCC(C)=O)F